D-5-chloro-3-methoxy-1-(tetrahydro-2H-pyran-2-yl)-1H-pyrazolo[4,3-b]pyridine ClC1=CC=C2C(=N1)C(=NN2C2OCCCC2)OC